C(C)(C)(C)OC([C@H](CCCCNCC1=CC=C(C=C1)[Sn](CCCC)(CCCC)CCCC)NC(=O)N[C@@H](CCC(=O)OC(C)(C)C)C(=O)OC(C)(C)C)=O Di-tert-butyl (((S)-1-(tert-butoxy)-1-oxo-6-((4-(tributylstannyl)benzyl)amino)hexan-2-yl)carbamoyl)-L-glutamate